2-(4-nitrophenoxy)ethane-1-amine [N+](=O)([O-])C1=CC=C(OCCN)C=C1